C(C)(C)(C)OC(=O)N(C1=C(C(=CC=C1F)F)C#N)C=1C=C2C(N(C=NC2=CC1)[C@H]1COC2(C1)CCN(CC2)C(=O)OC(C)(C)C)=O tert-butyl (3R)-3-[6-(N-tert-butoxycarbonyl-2-cyano-3,6-difluoro-anilino)-4-oxo-quinazolin-3-yl]-1-oxa-8-azaspiro[4.5]decane-8-carboxylate